C[C@H]1NC[C@@H]1N1N=NC=C1 1-((2R,3S)-2-methylazetidin-3-yl)-1H-1,2,3-triazole